C1(CC1)C1=C(C(=NO1)C1=C(C=CC=C1Cl)Cl)COC1CCN(CC1)C=1C=C(C=CC1)C1=NOC(N1)=O 3-(3-(4-((5-cyclopropyl-3-(2,6-dichlorophenyl)isoxazol-4-yl)methoxy)piperidin-1-yl)phenyl)-1,2,4-oxadiazol-5(4H)-one